(5-(2-cyclopropylvinyl)pyridin-2-yl)propanamide C1(CC1)C=CC=1C=CC(=NC1)C(C(=O)N)C